racemic-7-[4-[2-methoxy-4-(trifluoromethoxy)anilino]-3-methyl-1-piperidinyl]-2,4-dimethyl-5-oxo-thiazolo[5,4-b]pyridine-6-carbonitrile COC1=C(NC2C(CN(CC2)C=2C3=C(N(C(C2C#N)=O)C)SC(=N3)C)C)C=CC(=C1)OC(F)(F)F